4-(((3S,4R)-1-((2-chloro-4-methyl-phenyl)sulfonyl)-4-hydroxy-4-(hydroxymethyl)pyrrolidin-3-yl)sulfonyl)benzonitrile ClC1=C(C=CC(=C1)C)S(=O)(=O)N1C[C@@H]([C@@](C1)(CO)O)S(=O)(=O)C1=CC=C(C#N)C=C1